butyl isooctyl phosphite N,N-dibutylamine salt C(CCC)NCCCC.P(OCCCC)(OCCCCCC(C)C)O